N1=CC=C(C=C1)[C@@H]1[C@@H]([C@H]2[C@@H]3C[C@@H]3[C@@H]1O2)C(=O)NC2=CC(=CC=C2)C(F)(F)F (1S,2S,4R,5R,6S,7S)-7-(pyridin-4-yl)-N-(3-(trifluoromethyl)phenyl)-8-oxatricyclo[3.2.1.02,4]octane-6-carboxamide